C(C)(C)O.C(C)(C)O.C(C)(C)O.C(C)(C)O.[Ti] titanium tetra(isopropanol)